3,3a,5,6,7,7a-hexahydropyrano[2,3-d]imidazol-6-ol N1=CNC2C1CC(CO2)O